(2S)-2-[4-[(E)-3-(4-Nitrophenyl)prop-2-enoyl]phenoxy]propanoic acid [N+](=O)([O-])C1=CC=C(C=C1)/C=C/C(=O)C1=CC=C(O[C@H](C(=O)O)C)C=C1